2-(2,6-dichlorophenyl)-N-[6-(4-fluoroanilino)pyridazin-4-yl]acetamide ClC1=C(C(=CC=C1)Cl)CC(=O)NC1=CN=NC(=C1)NC1=CC=C(C=C1)F